3-(6-(4-(3-(((1r,4r)-4-(4-bromo-3-(trifluoromethyl)phenoxy)cyclohexyl)oxy)propyl)piperazin-1-yl)-1-methyl-1H-indazol-3-yl)piperidine-2,6-dione BrC1=C(C=C(OC2CCC(CC2)OCCCN2CCN(CC2)C2=CC=C3C(=NN(C3=C2)C)C2C(NC(CC2)=O)=O)C=C1)C(F)(F)F